(S)-tert-Butyl 4-(7-chloro-6-fluoro-1-(2-isopropyl-4-methylpyridin-3-yl)-2-oxo-1,2-dihydropyrido[2,3]pyrimidin-4-yl)-3-methylpiperazine-1-carboxylate ClC1=CC2=C(C(=NC(N2C=2C(=NC=CC2C)C(C)C)=O)N2[C@H](CN(CC2)C(=O)OC(C)(C)C)C)N=C1F